N-(cyclohexylmethyl)-6-methyl-2-(2,4,6-triisopropylphenyl)pyrimidine-4-amine C1(CCCCC1)CNC1=NC(=NC(=C1)C)C1=C(C=C(C=C1C(C)C)C(C)C)C(C)C